N-Methyl-1-(2,3,4,5-tetrahydro-1H-benzo[b]azepin-5-yl)methanaminium chloride [Cl-].C[NH2+]CC1C2=C(NCCC1)C=CC=C2